(4-cyclopropoxy-3-nitrophenyl)-7-methyl-2,7-diazaspiro[3.5]nonane C1(CC1)OC1=C(C=C(C=C1)C1NCC12CCN(CC2)C)[N+](=O)[O-]